5-(4-(cyclopropylmethyl)piperazin-1-yl)-2-(4-isopropyl-5-(8-methoxy-[1,2,4]triazolo[1,5-a]pyridin-6-yl)-1H-pyrazol-3-yl)-4-methylthiazole C1(CC1)CN1CCN(CC1)C1=C(N=C(S1)C1=NNC(=C1C(C)C)C=1C=C(C=2N(C1)N=CN2)OC)C